((2S,5R)-5-(5-amino-9-fluoro-8-methoxy-[1,2,4]triazolo[1,5-c]quinazolin-2-yl)-2-methylpiperidin-1-yl)(2-(aminomethyl)oxazol-4-yl)methanone 2,2,2-trifluoroacetate FC(C(=O)O)(F)F.NC1=NC=2C=C(C(=CC2C=2N1N=C(N2)[C@@H]2CC[C@@H](N(C2)C(=O)C=2N=C(OC2)CN)C)F)OC